4-chloro-1H-indole-2-carbonyl fluoride ClC1=C2C=C(NC2=CC=C1)C(=O)F